C(C)(C)(C)OC(=O)N[C@@H](CCC(NC1=CC=CC=C1)=O)C(=O)OC Methyl N2-(tert-butoxycarbonyl)-N5-phenyl-L-glutaminate